difluoroethyl n-butyl carbonate C(OCC(F)F)(OCCCC)=O